COC(COC1=CC=C(C=C1)[C@H](C1=C(CNC2=CC(=CC=C12)O)C1=C(C=C(C=C1)C(F)(F)F)F)O)OC 4-[(R)-[4-(2,2-Dimethoxyethoxy)phenyl]-hydroxy-methyl]-3-[2-fluoro-4-(trifluoromethyl)phenyl]-1,2-dihydroquinolin-7-ol